OC1=CC(=C(C=C1)N(C(OC(C)(C)C)=O)C1=CC2=C(C=N1)N(C(N2C2=CC=C(C=C2)OC)=O)C)C tert-Butyl (4-Hydroxy-2-methylphenyl)(1-(4-methoxyphenyl)-3-methyl-2-oxo-2,3-dihydro-1H-imidazo[4,5-c]pyridin-6-yl)carbamate